FC1(C(CN(CC1)C1=NC=2CC(CC(C2C=C1C(=O)OC)(C)C)(C)C)C)F methyl 2-(4,4-difluoro-3-methylpiperidin-1-yl)-5,5,7,7-tetramethyl-5,6,7,8-tetrahydroquinoline-3-carboxylate